6-bromo-7-(difluoromethyl)-7'-methoxy-1',3'-dimethyl-3,4-dihydro-2H-[1,5'-biquinoline]-2'(1'H)-one BrC=1C=C2CCCN(C2=CC1C(F)F)C=1C=2C=C(C(N(C2C=C(C1)OC)C)=O)C